O(C1=CC=CC=C1)C1=CC=C(C=C1)C1=NN(C2=NC=NC(=C21)N)[C@H]2CN(CCC2)SCCC (R)-3-(4-phenoxyphenyl)-1-(1-(propylsulfanyl)piperidin-3-yl)-1H-pyrazolo[3,4-d]pyrimidin-4-amine